S1CCC1.[Au].[Na].[Na] disodium gold thietane